2-(indol-1-yl)-9H-chromeno[2,3-d]thiazol-9-one N1(C=CC2=CC=CC=C12)C=1SC2=C(N1)OC=1C=CC=CC1C2=O